OC1=C(C(N(C[C@H]1CC(F)(F)F)C)=O)C(NC=1N=CSC1)=S |r| (5RS)-4-hydroxy-1-methyl-2-oxo-N-(1,3-thiazol-4-yl)-5-(2,2,2-trifluoroethyl)-1,2,5,6-tetrahydropyridine-3-carbothioamide